FC(C1(CC1)N1C=C(C(=CC1=O)NC1CCN(CC1)C)C(=O)N[C@H](C)C1=C(C(=CC=C1)C(F)(F)F)F)F (R)-1-(1-(difluoromethyl)cyclopropyl)-N-(1-(2-fluoro-3-(trifluoromethyl)phenyl)ethyl)-4-((1-methylpiperidin-4-yl)amino)-6-oxo-1,6-dihydropyridine-3-carboxamide